C1(CC1)C1=NC=NC(=C1C1=NC(=C2NC=NC2=N1)NC([2H])([2H])C1=CC=C(C=C1)C=1N(C=C(N1)C(F)(F)F)C(C)C)OC 2-(4-cyclopropyl-6-methoxypyrimidin-5-yl)-N-((4-(1-isopropyl-4-(trifluoromethyl)-1H-imidazol-2-yl)phenyl)methyl-d2)-7H-purin-6-amine